(2-(3-bromo-2-hydroxyphenyl)hydrazino)-2-(3,4-dimethyl-phenyl)-5-methyl-2,4-dihydro-3H-pyrazol-3-one BrC=1C(=C(C=CC1)NNC1C(N(N=C1C)C1=CC(=C(C=C1)C)C)=O)O